C(C)N(S(=O)(=O)C(C(C(C(C(C(C(C(F)(F)F)(F)F)(F)F)(F)F)(F)F)(F)F)(F)F)(F)F)C(C(F)(F)F)(O)F N-ethylperfluoro-1-octanesulfonamidoethanol